tert-Butyl 5-(1-methyl-1H-imidazol-4-yl)-6-((4-(trifluoromethyl)phenyl)amino)-3,4-dihydroisoquinoline-2(1H)-carboxylate CN1C=NC(=C1)C1=C2CCN(CC2=CC=C1NC1=CC=C(C=C1)C(F)(F)F)C(=O)OC(C)(C)C